5-[4-[(E)-3-Phenylprop-2-enoyl]phenoxy]pentanoic acid C1(=CC=CC=C1)/C=C/C(=O)C1=CC=C(OCCCCC(=O)O)C=C1